6-((1-((4-methylpiperazin-1-yl)methyl)cyclopropyl)methyl)pyridine CN1CCN(CC1)CC1(CC1)CC1=CC=CC=N1